(3,6-dihydro-2H-pyran-4-yl)-6-(2-(dimethylamino)ethyl)pyridin-2-amine O1CCC(=CC1)C=1C(=NC(=CC1)CCN(C)C)N